C1(CC1)N1C(=NC(=C1)C(F)(F)F)C1=CC=C(C=C1)CN1C(C(=CC2=C1N=C(N=C2)C=2C(=NC=NC2OC)C2CC2)C(C)(C)O)=O 8-({4-[1-cyclopropyl-4-(trifluoromethyl)imidazol-2-yl]phenyl}methyl)-2-(4-cyclopropyl-6-methoxypyrimidin-5-yl)-6-(2-hydroxypropan-2-yl)pyrido[2,3-d]pyrimidin-7-one